N1C(=NC=C1)CC=1N(C=CN1)C(=O)NC 2-((1H-imidazol-2-yl)methyl)-N-methyl-1H-imidazole-1-carboxamide